C(C)(C)(C)OC(=O)NCCCC[C@H](N)C(=O)O Nε-(tert-butoxycarbonyl)-lysine